isopropylmethanediimine C(C)(C)N=C=N